CC1(SC2=C(C(N1)=O)C=CC=C2C)C 2,2,8-trimethyl-2,3-dihydro-4H-benzo[e][1,3]thiazin-4-one